10H-indolo[3,2-b]quinoline-11-formic acid C1=C2C(=C3C(=NC2=CC=C1)C1=CC=CC=C1N3)C(=O)O